(S)-N-((R*)-1-(5-((R)-1-(1,3-dioxoisoindolin-2-yl)ethyl)-1-((2-(trimethylsilyl)ethoxy)methyl)-1H-benzo[d]imidazol-2-yl)-4,4,4-trifluoro-3,3-dimethylbutyl)-2-methylpropane-2-sulfinamide O=C1N(C(C2=CC=CC=C12)=O)[C@H](C)C1=CC2=C(N(C(=N2)[C@@H](CC(C(F)(F)F)(C)C)N[S@@](=O)C(C)(C)C)COCC[Si](C)(C)C)C=C1 |o1:20|